C(C)(C)(C)C1=CC(=C(C(=C1)C)S(F)(F)F)C 4-tertiary butyl-2,6-dimethylphenyl-sulfur trifluoride